BrC1=C2C=CN=CC2=C(C=C1F)N=C(C1=CC=CC=C1)C1=CC=CC=C1 N-(5-bromo-6-fluoroisoquinolin-8-yl)-1,1-diphenylmethanimine